3-chloro-4-(5-cyclopropoxy-2-methyl-4-aminophenyl)-1-methylpiperidine ClC1CN(CCC1C1=C(C=C(C(=C1)OC1CC1)N)C)C